[C@H]12CNCC[C@@H]2[C@H]1C1=CC=C(C=C1)[C@@H]1[C@H]([C@@H](CCC1)C(NC1=C(C=C(C=C1)C(F)(F)F)F)=O)C(=O)O (1R,2S,6R)-2-(4-((1R,6R,7R)-3-azabicyclo[4.1.0]heptan-7-yl)phenyl)-6-((2-fluoro-4-(trifluoromethyl)phenyl)carbamoyl)cyclohexane-1-carboxylic acid